4,4'-(benzo[c][1,2,5]thiadiazole-4,7-diylbis(anthracene-10,9-diyl))bis(N,N-diphenylaniline) N=1SN=C2C1C(=CC=C2C2=C1C=CC=CC1=C(C1=CC=CC=C21)C2=CC=C(N(C1=CC=CC=C1)C1=CC=CC=C1)C=C2)C2=C1C=CC=CC1=C(C1=CC=CC=C21)C2=CC=C(N(C1=CC=CC=C1)C1=CC=CC=C1)C=C2